(5S,8S,9S,E)-8-amino-9-hydroxy-5-methyl-1,6-diazacyclododec-3-ene-2,7-dione N[C@@H]1C(N[C@H](/C=C/C(NCCC[C@@H]1O)=O)C)=O